C(C)OC(=O)C=1C(=NC(=C(C1)C#N)O)C.C(#N)C=1C=C(C(=NC1O)C)C(=O)O 5-Cyano-6-hydroxy-2-methyl-pyridine-3-carboxylic acid Ethyl-5-cyano-6-hydroxy-2-methyl-pyridine-3-carboxylate